(2S,4S)-4-amino-pyrrolidine N[C@H]1CCNC1